C(C)N1C(N(C(C2=CC(=CC=C12)S(=O)(=O)N[C@@]1([C@H](C1)CC)C)=O)CC)=O |o1:16,17| rel-1,3-diethyl-N-((1S,2S)-2-ethyl-1-methylcyclopropyl)-2,4-dioxo-1,2,3,4-tetrahydroquinazoline-6-sulfonamide